C(C)(C)(C)OC(=O)N1[C@H]([C@@](CCC1)(C[N+](=O)[O-])N[S@](=O)C(C)(C)C)CC=1C=C(C=CC1)C1=CC=CC=C1 (cis)-2-({[1,1'-biphenyl]-3-yl}methyl)-3-{[(R)-2-methylpropan-2-sulfinyl]amino}-3-(nitromethyl)piperidine-1-carboxylic acid tert-butyl ester